sulfanyl-N-(dimethylsulfamoyl)-4-methylanilin SN(C1=CC=C(C=C1)C)S(N(C)C)(=O)=O